C1(CC1)CC1(CCC2(OCCO2)CC1)C1=NC(=NO1)C 5-(8-(Cyclopropylmethyl)-1,4-dioxaspiro[4.5]decan-8-yl)-3-methyl-1,2,4-oxadiazole